NC1=C(C=C(C=N1)C1=NN2C(=C1)C1(CN(CC1)C(=O)N[C@H](COC)C1=CC=CC=C1)OCC2)C(F)(F)F 2-[6-amino-5-(trifluoromethyl)pyridin-3-yl]-N-[(1S)-2-methoxy-1-phenylethyl]-6,7-dihydrospiro[pyrazolo[5,1-c][1,4]oxazine-4,3'-pyrrolidine]-1'-carboxamide